BrC1=C(C=C(C=C1)[C@@H](C)N1C(C=C(C=C1C)OCC(=O)N(C)C)=O)F (R)-2-(1-(1-(4-bromo-3-fluorophenyl)ethyl)-6-methyl-2-oxo-1,2-dihydropyridin-4-yloxy)-N,N-dimethylacetamide